5-Aminouracil NC=1C(NC(NC1)=O)=O